(S)-2-amino-4-((2-((4-chlorobenzyl)oxy)benzyl)(2-(3-fluorophenoxy)benzyl)amino)butanoic acid N[C@H](C(=O)O)CCN(CC1=C(C=CC=C1)OC1=CC(=CC=C1)F)CC1=C(C=CC=C1)OCC1=CC=C(C=C1)Cl